C1(CC1)S(=O)(=O)NC=1SC=C(N1)C(C(=O)NC1=CC=C(C=C1)C=1C(=NC=CC1)C)(C)C 2-(2-(cyclopropanesulfonylamino)thiazol-4-yl)-2-methyl-N-(4-(2-methylpyridin-3-yl)phenyl)propanamide